C(CC(C(=O)[O-])CC1=CC(=C(C(=C1)C(C)(C)C)O)C(C)(C)C)C(C(=O)[O-])CC1=CC(=C(C(=C1)C(C)(C)C)O)C(C)(C)C ethane-1,2-diylbis(3-(3,5-di-tert-butyl-4-hydroxyphenyl)-propanoate)